N-acetamidoasparagine C(C)(=O)NN[C@@H](CC(N)=O)C(=O)O